FC=1C=C(C=CC1F)CC(=O)C1(CCC1)OC 2-(3,4-difluorophenyl)-1-(1-methoxycyclobutyl)ethanone